BrC1=C(C=CC(=C1)F)C(CCC=1C=NN(C1)CC)=O 1-(2-bromo-4-fluorophenyl)-3-(1-ethyl-1H-pyrazol-4-yl)propan-1-one